C(CCC)OC1=C(C(=O)P(CC(C)C)(C(C2=C(C=CC=C2OCCCC)OCCCC)=O)=O)C(=CC=C1)OCCCC bis(2,6-dibutoxybenzoyl)(2-Methylpropan-1-yl)phosphin oxide